6-chloro-7-(2,4-difluorophenyl)-8-(((R)-3-hydroxy-2-methoxypropyl)thio)quinazoline-2,4(1H,3H)-dione ClC=1C=C2C(NC(NC2=C(C1C1=C(C=C(C=C1)F)F)SC[C@@H](CO)OC)=O)=O